5,5-Bis(hydroxymethyl)-2,2-diphenylazelaic acid OCC(CCC(C(=O)O)(C1=CC=CC=C1)C1=CC=CC=C1)(CCCC(=O)O)CO